3-fluoro-5-((1,2,2,3,3,4,4-heptafluoro-2a-hydroxy-2,2a,3,4-tetrahydro-1H-cyclopenta[cd]-inden-7-yl)oxy)benzonitrile FC=1C=C(C#N)C=C(C1)OC1=CC=C2C=3C(C(C(C13)F)(F)F)(C(C2(F)F)(F)F)O